ClC1=CC(=C(C(=O)NC2=CC=C(C(=N2)NCCCCC2CN(CCC2)C(=O)OC(C)(C)C)F)C=C1)F tert-butyl 3-(4-((6-(4-chloro-2-fluorobenzamido)-3-fluoropyridin-2-yl)amino)butyl)piperidine-1-carboxylate